3,3-dichloro-1,2-diphenylcyclopropene ClC1(C(=C1C1=CC=CC=C1)C1=CC=CC=C1)Cl